CS(=O)(=O)C1CN(C1)C(=O)O[C@@H]1CC[C@H](CC1)C(N(C[C@@H]1CC[C@H](CC1)C1=NC(=C(C=C1)OC)C)C1=NC=CC(=C1)C=1N=C(OC1)C(C)C)=O trans-4-((4-(2-Isopropyloxazol-4-yl)pyridine-2-yl)((trans-4-(5-methoxy-6-methylpyridin-2-yl)cyclohexyl)methyl)carbamoyl)cyclohexyl 3-(methylsulfonyl)azetidine-1-carboxylate